C[C@H](CCCC(C)C)[C@H]1CC[C@@H]2[C@@]1(CC[C@H]3[C@H]2CCC4[C@@]3(CCC(C4)O)C)C dihydrocholestenol